Cl.NC\C=C(\CN1C=NC2=C1C=C(C=C2C2=CC(=CC=C2)S(N(CC)CC)(=O)=O)C(=O)OC)/F methyl (Z)-1-(4-amino-2-fluorobut-2-en-1-yl)-4-(3-(N,N-diethylsulfamoyl)phenyl)-1H-benzo[d]imidazol-6-carboxylate hydrochloride